ClC1=CC=C(C=C1)C1=C(C=CC=C1)C=1N=NN(C1)CC=1C=C2CN(C(C2=CC1)=O)C1C(NC(CC1)=O)=O 3-(5-((4-(4'-chloro-[1,1'-biphenyl]-2-yl)-1H-1,2,3-triazol-1-yl)methyl)-1-oxoisoindolin-2-yl)piperidine-2,6-dione